CNCCOCCSC1=C2CN(C(C2=CC=C1)=O)C1C(NC(CC1)=O)=O 3-(4-((2-(2-(methylamino)ethoxy)ethyl)thio)-1-oxoisoindolin-2-yl)piperidine-2,6-dione